Azidopropionic Amide N(=[N+]=[N-])C(C(=O)N)C